COC=1C=C(C=O)C=C(C1)B1OC(C(O1)(C)C)(C)C 3-methoxy-5-(4,4,5,5-tetramethyl-1,3,2-dioxaborolan-2-yl)benzaldehyde